OCCCCCCCCCCCC(=O)O 12-hydroxyldodecanoic acid